1-(4-fluorophenyl)cyclopentane-1-carbonitrile FC1=CC=C(C=C1)C1(CCCC1)C#N